COC=1C(C=CC(C1)=O)=O 2-methoxy-1,4-benzoquinone